4-(4-((4-(4-cyano-2,6-dimethylphenoxy)pyrimidin-2-yl)amino)-2-fluorophenyl)-N,N-dimethylpiperazine-1-sulfonamide C(#N)C1=CC(=C(OC2=NC(=NC=C2)NC2=CC(=C(C=C2)N2CCN(CC2)S(=O)(=O)N(C)C)F)C(=C1)C)C